ClC=1NC(C2=C(N1)C=NN2CC(=O)NCOCC[Si](C)(C)C)=O 2-(5-chloro-7-oxo-6H-pyrazolo[4,3-d]pyrimidin-1-yl)-N-(2-trimethylsilylethoxymethyl)acetamide